C(C)(C)(C)C=1C=CC=C(C1)C1=NNC=N1 5-tert-butylphenyl-1,2,4-triazole